CCCCCCCCCCCCCC(=O)OC[C@H](COP(=O)([O-])OCC[N+](C)(C)C)OC(=O)CCC/C=C\\C/C=C\\C/C=C\\C/C=C\\CCCCC The molecule is a phosphatidylcholine 34:4 in which teh acyl groups specified at positions 1 and 2 are tetradecanoyl and (5Z,8Z,11Z,14Z)-eicosatetraenoyl respectively. It is a phosphatidylcholine 34:4 and a tetradecanoate ester. It derives from an arachidonic acid.